C(C1=CC=CC=C1)N1CCC=2C=3C(N(C(C2C1)=O)CC1=CC=C(C=C1)C(F)(F)F)=COC3 7-benzyl-4-(4-trifluoromethylbenzyl)-6,7,8,9-tetrahydrofuro[3,4-C][2,7]naphthyridine-5(4H)-one